4-methyl-5-(pyrazinyl)-3H-1,2-dithiol CC=1CSSC1C1=NC=CN=C1